tert-butyl 4-(4-(4-(4-fluorobenzyl)-1,4-diazepan-1-yl)quinazolin-6-yl)-1H-pyrazole-1-carboxylate FC1=CC=C(CN2CCN(CCC2)C2=NC=NC3=CC=C(C=C23)C=2C=NN(C2)C(=O)OC(C)(C)C)C=C1